COC1(CC1)C1=NC=CC(=C1C1CCN(CC1)C(=O)OC(C)(C)C)C tert-Butyl 4-(2-(1-methoxycyclopropyl)-4-methylpyridin-3-yl)piperidine-1-carboxylate